1-[2-[4-(o-tolyl)-2-oxo-chromen-7-yl]oxypropionyl]piperidine-3-sulfonic acid C1(=C(C=CC=C1)C1=CC(OC2=CC(=CC=C12)OC(C(=O)N1CC(CCC1)S(=O)(=O)O)C)=O)C